CC=1NCC[C@H](N1)C(=O)O (S)-2-methyl-1,4,5,6-tetrahydro-4-pyrimidinecarboxylic acid